(1R)-1-[3-(1,1-difluoroethyl)-2-fluoro-phenyl]ethanamine hydrochloride Cl.FC(C)(F)C=1C(=C(C=CC1)[C@@H](C)N)F